C(C)(C)(C)OC(=O)N1CCN(CC1)[C@@H]1COC[C@@H]1O 4-((3R,4R)-4-hydroxytetrahydrofuran-3-yl)piperazine-1-carboxylic acid tert-butyl ester